Adenosyl-L-Methionine [C@@H]1([C@H](O)[C@H](O)[C@@H](CN[C@@H](CCSC)C(=O)O)O1)N1C=NC=2C(N)=NC=NC12